(2R,4R)-4-((3-fluoro-6-((5-methyl-1H-pyrazol-3-yl)amino)pyridin-2-yl)-methyl)-2-methyl-1-(2-(trifluoromethyl)benzyl)-piperidine-4-carboxylic acid FC=1C(=NC(=CC1)NC1=NNC(=C1)C)C[C@@]1(C[C@H](N(CC1)CC1=C(C=CC=C1)C(F)(F)F)C)C(=O)O